2-(1-methylpyrrol-2-yl)acetic acid CN1C(=CC=C1)CC(=O)O